1-methyl-4-(4-(4,4,5,5-tetramethyl-1,3,2-dioxaborolan-2-yl)phenethyl)Piperidine CN1CCC(CC1)CCC1=CC=C(C=C1)B1OC(C(O1)(C)C)(C)C